Cl.CC1(C2C(N(C(C12)=O)CC1=CC2=NC=CC(=C2S1)C1=C(C(=CC(=N1)C#N)C)C(=O)N1CC(NCC1)(C)C)=O)C 6-(2-((6,6-dimethyl-2,4-dioxo-3-azabicyclo[3.1.0]hexan-3-yl)methyl)thieno[3,2-b]pyridin-7-yl)-5-(3,3-dimethylpiperazine-1-carbonyl)-4-methylpicolinonitrile hydrochloride